3-(5-(6-(4-chlorophenoxy)pyridin-3-yl)-2H-tetrazol-2-yl)propan-1-ol ClC1=CC=C(OC2=CC=C(C=N2)C=2N=NN(N2)CCCO)C=C1